[Cu].FC(C(CC(C(F)(F)F)=O)=O)(F)F (hexafluoro-2,4-pentanedione) copper